methylendifurfuryl-amine C=C(C1=CC=CO1)NCC1=CC=CO1